C(CCCCCCCCC)SC1(C2CC(C(C1)C2)(C)C)C decyl(2,5,5-trimethylbicyclo[2.2.1]heptan-2-yl)sulfane